BrC1=C(C=CC=C1)CCC(=O)N[C@H](C(=O)N1[C@@H](C[C@H](C1)O)C(=O)N[C@@H](C)C1=CC=C(C=C1)C1=C(N=CS1)C)C(C)(C)C (2S,4R)-1-[(2S)-2-[3-(2-bromophenyl)propanamido]-3,3-dimethylbutanoyl]-4-hydroxy-N-[(1S)-1-[4-(4-methyl-1,3-thiazol-5-yl)phenyl]ethyl]pyrrolidine-2-carboxamide